BrC1=CC(=C(C=C1)C)COCC1=CC=C(C=C1)OC 4-bromo-2-{[(4-methoxybenzyl)oxy]Methyl}-1-methylbenzene